C(C)(C)(C)OC(=O)N1CC2=CC=CC=C2CC1[C@@H](CN)O[Si](C)(C)C(C)(C)C 3-((R)-2-amino-1-((tert-butyldimethylsilyl)oxy)ethyl)-3,4-dihydroisoquinoline-2(1H)-carboxylic acid tert-butyl ester